2,4-diisocyanato-xylene N(=C=O)C1(C(C=CC(=C1)N=C=O)C)C